(S)-N-(1-methyl-2-oxo-1,2,3,4-tetrahydropyrido[3,4-b][1,4]oxazepin-3-yl)-5-(1-phenylcyclopropyl)-4H-1,2,4-triazole-3-carboxamide CN1C2=C(OC[C@@H](C1=O)NC(=O)C1=NN=C(N1)C1(CC1)C1=CC=CC=C1)C=NC=C2